C1C(CC2=CC=CC=C12)NC1=NC=C(C=N1)C(=O)N1CC(C(CC1)COCC#C)F (2-((2,3-dihydro-1H-inden-2-yl)amino)pyrimidin-5-yl)(3-fluoro-4-((prop-2-yn-1-yloxy)methyl)piperidin-1-yl)methanone